1-(2-methoxyphenyl)propan-1-one COC1=C(C=CC=C1)C(CC)=O